FC1=CC=C(C=C1)N1C(N(C(C1)=O)CC1=CC(=C(OC(C(=O)O)(C)C)C(=C1)C)C)=O 2-(4-((3-(4-Fluorophenyl)-2,5-dioxoimidazolin-1-yl)methyl)-2,6-dimethylphenoxy)-2-methyl-propionic acid